ClC1=C(C(=CC=C1Cl)O)[C@H]1C[C@H]2C(C(CC(N2C1)=O)O)O (2R,8aS)-2-(2,3-dichloro-6-hydroxyphenyl)-7,8-dihydroxy-hexahydro-1H-indolizin-5-one